C(C)N(C1=CC=C(C=C1)C(C1=C(C=CC(=C1)S(=O)(=O)[O-])S(=O)(=O)[O-])=C1C=CC(C=C1)=[N+](CC)CC)CC.[Na+] sodium 2-((4-(diethylamino)phenyl) (4-(diethyliminio)cyclohexa-2,5-dienylidene)methyl)benzene-1,4-disulfonate